C(C)(C)(C)OC(=O)N[C@@H]1CN(CCC1)C1=C2C(=NC=C1NC(=O)C=1N=C(SC1)C1=C(C=CC=C1F)F)C(CC2)OC(C)=O acetic acid 4-{(3S)-3-[(tert-butoxycarbonyl) amino] piperidin-1-yl}-3-({[2-(2,6-difluorophenyl)-1,3-thiazol-4-yl] carbonyl} amino)-6,7-dihydro-5H-cyclopenta[b]pyridin-7-yl ester